C(C)(=O)C1=CC=CC=2N(C(OC21)=O)CCC=C(C)C 7-acetyl-3-(4-methylpent-3-en-1-yl)benzo[d]oxazol-2(3H)-one